(2S)-2-[[(2S)-2-acetamido-3-[5-[bis(2-chloroethyl)amino]-1-methyl-benzimidazol-2-yl]propionyl]amino]-4-methyl-pentanoic acid ethyl ester C(C)OC([C@H](CC(C)C)NC([C@H](CC1=NC2=C(N1C)C=CC(=C2)N(CCCl)CCCl)NC(C)=O)=O)=O